8-Fluoro-7-(4-iodo-1-methyl-1H-pyrazol-5-yl)-1-methyl-[1,2,4]triazolo[4,3-a]quinoline-6-carbonitrile FC=1C(=C(C=2C=CC=3N(C2C1)C(=NN3)C)C#N)C3=C(C=NN3C)I